N1(N=NC=C1)CCC(=O)N1CC(=CCC1)C1=CC(=C2C=C(NC2=C1F)C(=O)O)C1=C(C=CC=C1)F 6-(1-(3-(1H-1,2,3-triazol-1-yl)propanoyl)-1,2,5,6-tetrahydropyridin-3-yl)-7-fluoro-4-(2-fluorophenyl)-1H-indole-2-carboxylic acid